BrC=1C=C2C(N(C(=NC2=CC1)C1CCCCC1)CCN1CCCC1)=O 6-bromo-2-cyclohexyl-3-(2-(pyrrolidin-1-yl)ethyl)quinazolin-4(3H)-one